CN(CCC(CCCCCCCCCC\C=C/CCCCCC(=O)OC)CCCCCCCCC)C methyl (7Z)-19-[2-(dimethylamino)ethyl]octacos-7-enoate